N1C=NC(=C1)C1CCN(CC1)S(=O)(=O)C=1C=C(NC2=CC=C(C=C2)F)C=CC1 3-((4-(1H-imidazole-4-yl)piperidine-1-yl)sulfonyl)-N-(4-fluorophenyl)aniline